C1CC12CCC(CC2)O spiro[2.5]octan-6-ol